methyl (2S)-2-amino-3,3-dimethylbutyrate hydrochloride Cl.N[C@H](C(=O)OC)C(C)(C)C